2-(4-ethoxynaphthyl)-4,6-bis(trichloromethyl)s-triazine C(C)OC1=CC=C(C2=CC=CC=C12)C1=NC(=NC(=N1)C(Cl)(Cl)Cl)C(Cl)(Cl)Cl